C(C1=CC=CC=C1)N([C@H]1[C@H](N(CC1)C(=O)OC(C)(C)C)C(=O)OC)C 1-(tert-butyl) 2-methyl (2S,3R)-3-(benzyl(methyl)amino)pyrrolidine-1,2-dicarboxylate